2'-cyano-6'-(trifluoromethyl)-[1,1'-biphenyl]-4-sulfonyl chloride C(#N)C1=C(C(=CC=C1)C(F)(F)F)C1=CC=C(C=C1)S(=O)(=O)Cl